3-methacryloxypropyl-triacetoxysilane C(C(=C)C)(=O)OCCC[Si](OC(C)=O)(OC(C)=O)OC(C)=O